tert-butyl (1S,4S)-5-{8-(benzyloxy)-6-cyclopropyl-7-(3-fluoro-5-hydroxy-2-methylphenyl)-2-[(oxan-4-yl) oxy] quinazolin-4-yl}-2,5-diazabicyclo[2.2.1]heptane-2-carboxylate C(C1=CC=CC=C1)OC=1C(=C(C=C2C(=NC(=NC12)OC1CCOCC1)N1[C@@H]2CN([C@H](C1)C2)C(=O)OC(C)(C)C)C2CC2)C2=C(C(=CC(=C2)O)F)C